2-ethoxy-4-(4-methylpiperazin-1-yl)aniline C(C)OC1=C(N)C=CC(=C1)N1CCN(CC1)C